2-((3-(nonyloxy)-3-oxopropyl)disulfaneyl)ethyl acrylate C(C=C)(=O)OCCSSCCC(=O)OCCCCCCCCC